benzo[3,5]naphthyridine C1=CN=CC2=NC=C3C(=C12)C=CC=C3